(7S)-2-Benzyl-7-methyl-3-[(2S,4S)-2-methylpiperidin-4-yl]-3H,6H,7H,8H,9H-imidazo[4,5-f]chinolin C(C1=CC=CC=C1)C=1N(C=2C(=C3CC[C@@H](NC3=CC2)C)N1)[C@@H]1C[C@@H](NCC1)C